epsilon-carboxymethyl-lysine C(=O)(O)CC(CCC[C@H](N)C(=O)O)N